N1[C@@H](CCC1)C(=O)N[C@@H](CCC(=O)O)C(=O)O prolyl-glutamic acid